FC1=CC(=CC=2C=COC21)C2=NC=C(C=C2N2CCC(CCC2)C(=O)OC)CCCOC Methyl 1-(2-(7-fluorobenzofuran-5-yl)-5-(3-methoxypropyl)pyridin-3-yl)azepane-4-carboxylate